2-(3-chloro-4-(6-(1-methylcyclopropoxy)-9-((4-methylpyridin-2-yl)methyl)-9H-purin-8-yl)phenoxy)ethan-1-ol ClC=1C=C(OCCO)C=CC1C=1N(C2=NC=NC(=C2N1)OC1(CC1)C)CC1=NC=CC(=C1)C